C(C)(C)(C)OC(=O)NCCOC1=C(C=NN1)C(=O)OCC ethyl 5-(2-((tert-butoxycarbonyl) amino) ethoxy)-1H-pyrazole-4-carboxylate